O=C1N(C(C=C1)=O)CCCC(=O)N[C@H](C(=O)O)C (S)-2-(4-(2,5-dioxo-2,5-dihydro-1H-pyrrol-1-yl)butanamido)propanoic acid